FC1=CC=C(C=C1)C=1OC(=C(N1)CC1=CC=C(C=C1)OC1=CC=CC=C1)C 2-(4-fluorophenyl)-5-methyl-4-(4-phenoxybenzyl)oxazole